[N+](=O)([O-])C1=C(C=CC=C1)C1=NN=C(O1)C(=O)N 5-(2-nitrophenyl)-1,3,4-oxadiazole-2-carboxamide